BrC1=CC=C(C2N=C(OC21)C)C[C@@H]2N=C([C@@H](N=C2OC)C(C)C)OC 7-bromo-4-(((2S,5S)-5-isopropyl-3,6-dimethoxy-2,5-dihydropyrazin-2-yl)methyl)-2-methyl-3a,7a-dihydrobenzo[d]oxazole